((3S,4S)-4-(3,4-dihydroisoquinolin-2(1H)-yl)-3-hydroxypiperidin-1-yl)(6-(2,2,2-trifluoroethoxy)pyridin-3-yl)methanone C1N(CCC2=CC=CC=C12)[C@@H]1[C@H](CN(CC1)C(=O)C=1C=NC(=CC1)OCC(F)(F)F)O